Cl.C(C)OC1=NC=2C=CC=C(C2C=C1)NC1CCNCC1 ethoxy-N-(piperidin-4-yl)quinolin-5-amine hydrochloride